N1-octadecyl-N2-(3-(trihydroxysilyl)propyl)ethane-1,2-diaminium chloride [Cl-].C(CCCCCCCCCCCCCCCCC)[NH2+]CC[NH2+]CCC[Si](O)(O)O.[Cl-]